4-(4-cyclopropyl-sulfonyl-3-methyl-phenyl)-3-(difluoromethoxy)-1H-pyrazolo[4,3-c]pyridine C1(CC1)S(=O)(=O)C1=C(C=C(C=C1)C1=NC=CC2=C1C(=NN2)OC(F)F)C